OCC1(C(C2=CC(=CC=C2C1)OC)=O)C 2-(hydroxymethyl)-6-methoxy-2-methyl-2,3-dihydro-1H-inden-1-one